(Z)-8-(N-(dec-3-en-1-yloxy)-5-(dimethylamino)pentanamido)octadecanoic acid 3-heptyldec-yl ester C(CCCCCC)C(CCOC(CCCCCCC(CCCCCCCCCC)N(C(CCCCN(C)C)=O)OCC\C=C/CCCCCC)=O)CCCCCCC